ClC1=NC(=CN=C1)N1C[C@@H](CCC1)OC1=C(C=CC=C1)OC1CC1 (R)-2-chloro-6-(3-(2-cyclopropoxyphenoxy)piperidin-1-yl)pyrazine